CC(CCC(COCC)(COCC)C(C)C)C 2-(3-methylbutyl)-2-isopropyl-1,3-diethoxy-propane